4-(2,2-bis(4-hydroxyphenyl)-1-phenylvinyl)benzyl alcohol OC1=CC=C(C=C1)C(=C(C1=CC=CC=C1)C1=CC=C(CO)C=C1)C1=CC=C(C=C1)O